C(C)(C)(C)OC(NC=1SC(=CC1C=C)C=C)=O (3,5-Divinylthiophen-2-yl)carbamic acid tert-butyl ester